3-bromo-4-(cyclopentylmethoxy)thiophene BrC1=CSC=C1OCC1CCCC1